cyclopropyl-[rac-(5R,7S)-7-fluoro-5-phenyl-6,7-dihydro-5H-pyrrolo[1,2-b][1,2,4]triazol-2-yl]methanone C1(CC1)C(=O)C=1N=C2N(N1)[C@H](C[C@@H]2F)C2=CC=CC=C2 |r|